The molecule is a sesquiterpenoid that is 1,4,5,6,7,8-hexahydro-4,7-epidioxyazulen-3(2H)-one substituted by a hydroxy group at position 8, methyl groups at positions 1 and 4 and an isopropyl group at position 7 (the (1R,4R,7R,8R stereoisomer). Isolated from Nardostachys chinensis, it exhibits antimalarial activity. It has a role as a metabolite and an antimalarial. It is an organic peroxide, a member of azulenes, an enone, a secondary alcohol and a sesquiterpenoid. C[C@@H]1CC(=O)C2=C1[C@H]([C@@]3(CC[C@]2(OO3)C)C(C)C)O